2-(3-Methyl-6-prop-1-en-2-ylcyclohex-2-en-1-yl)-5-pentyl-3-(1,1,1-trifluoro-2-methylpropan-2-yl)oxyphenol CC1=CC(C(CC1)C(=C)C)C1=C(C=C(C=C1OC(C(F)(F)F)(C)C)CCCCC)O